flavonidE O1C(=[C-]C(=O)C2=CC=CC=C12)C1=CC=CC=C1